1,3,8-trihydroxyanthraquinone tert-butyl-3-fluoro-4-[2-fluoro-3-formyl-4-(methoxycarbonyl)-5-methylphenyl]piperidine-1-carboxylate C(C)(C)(C)OC(=O)N1CC(C(CC1)C1=C(C(=C(C(=C1)C)C(=O)OC)C=O)F)F.OC1=CC(=CC=2C(C3=CC=CC(=C3C(C12)=O)O)=O)O